5-bromo-6-(1,1-difluoroethyl)pyridin-3-amine BrC=1C=C(C=NC1C(C)(F)F)N